4-((4-(cyclohexylamino)-3-(1-methyl-1H-pyrazol-4-yl)-1H-pyrazolopyrimidin-6-yl)amino)-3-methoxy-N-(1-methylpiperidin-4-yl)benzamide C1(CCCCC1)NN1CN(C=C2C1=C(NN2)C=2C=NN(C2)C)NC2=C(C=C(C(=O)NC1CCN(CC1)C)C=C2)OC